1,2,3,4-butane-tetracarboxylic acid-1,2,3-tris(1,2,2,6,6-pentamethyl-4-piperidinyl)-4-tridecylester CN1C(CC(CC1(C)C)CC(C(C(CCCCCCCCC)OC(=O)CC(C(CC(=O)O)C(=O)O)C(=O)O)C1CC(N(C(C1)(C)C)C)(C)C)C1CC(N(C(C1)(C)C)C)(C)C)(C)C